N1=C(C=CC=C1)C(=O)[O-].[Li+].C1(CCCC1)N1C(N(CC1)C1CNCCC1)=O 1-cyclopentyl-3-(piperidin-3-yl)imidazolidin-2-one Lithium pyridine-2-carboxylate